(1-methyl-4-piperidyl)pyrazol-3-amine CN1CCC(CC1)C=1C(=NNC1)N